C(C1CCCO1)CC(C(=O)O)=C tetrahydrofurfurylmethylacrylic acid